(2S)-2-Amino-N-(1-amino-3-(6-methyl-2-oxo-1,2-dihydroquinolin-3-yl)-1-oxopropan-2-yl)-3-phenylpropanamide N[C@H](C(=O)NC(C(=O)N)CC=1C(NC2=CC=C(C=C2C1)C)=O)CC1=CC=CC=C1